3-(Trans-4-(2-(4-(benzo[d]isothiazol-3-yl)piperazin-1-yl)ethyl)cyclohexyl)-1,1-bis(fluoromethyl)urea S1N=C(C2=C1C=CC=C2)N2CCN(CC2)CC[C@@H]2CC[C@H](CC2)NC(N(CF)CF)=O